C1(CCC1)CNCC1=C2C(=NC(=C1)C#N)C(=CN2)F 7-(((cyclobutylmethyl)amino)methyl)-3-fluoro-1H-pyrrolo[3,2-b]pyridine-5-carbonitrile